C(C)[NH+](CC)CC.P(=O)([O-])([O-])OC[C@@H]1[C@H]([C@H]([C@@H](O1)N1C=NC=2C(N)=NC(=NC12)C)S)O.C(C1=CC=CC=C1)SC1=CC(=CC(=C1)[N+](=O)[O-])F.C(C)[NH+](CC)CC Benzyl-(3-fluoro-5-nitrophenyl)sulfane 2-methylthioadenosine-5'-monophosphate triethylammonium salt